Cl.NC1=NC=C(C2=C1C=NN2)NC(C(=O)N(C)[C@H](C)C2=CC=C(C=C2)F)=O (R)-N1-(4-amino-1H-pyrazolo[4,3-c]pyridin-7-yl)-N2-(1-(4-fluorophenyl)ethyl)-N2-methyloxalamide Hydrogen chloride